benzyl (2S,3R,4S)-3-[(ethanesulfonyl)amino]-4-fluoro-2-[(2,3',5'-trifluoro[1,1'-biphenyl]-3-yl)methyl]pyrrolidine-1-carboxylate C(C)S(=O)(=O)N[C@@H]1[C@@H](N(C[C@@H]1F)C(=O)OCC1=CC=CC=C1)CC=1C(=C(C=CC1)C1=CC(=CC(=C1)F)F)F